9-(3'-(triphenylen-2-yl)-1,1'-biphenyl-4-yl)-9H-carbazole C1=C(C=CC=2C3=CC=CC=C3C3=CC=CC=C3C12)C=1C=C(C=CC1)C1=CC=C(C=C1)N1C2=CC=CC=C2C=2C=CC=CC12